[OH-].[Al+3].C(C)=C1C(C2C=CC1C2)=CC.[OH-].[OH-] ethylidene(ethylidene)norbornene Aluminum hydroxide